FC=1C=C(C(=O)NC2=NC=C(C=C2)F)C=C(C1)C=1C(=NN(C1C)C)C 3-fluoro-N-(5-fluoropyridin-2-yl)-5-(1,3,5-trimethyl-1H-pyrazol-4-yl)benzamide